myristoylmethyl-β-alanine sodium [Na].C(CCCCCCCCCCCCC)(=O)N(CCC(=O)O)C